2-(7-(2,2'-Dimethyl-[1,1'-biphenyl]-3-yl)-1,3,4,5-tetrahydro-2H-benzo[c]azepin-2-yl)ethan-1-ol CC1=C(C=CC=C1C1=CC2=C(CN(CCC2)CCO)C=C1)C1=C(C=CC=C1)C